C(C)(C)(C)OC(=O)N1[C@@H](CCCC1)C=1N(C(=C(N1)C1=CC=C(C=C1)C(NC1=NC=C(C=C1)Cl)=O)C(=O)OCC)N (S)-2-(1-amino-5-(ethoxycarbonyl)-4-(4-((5-chloropyridin-2-yl)carbamoyl)Phenyl)-1H-imidazol-2-yl)piperidine-1-carboxylic acid tert-butyl ester